C(CCC)C1=C(C(=O)N)C(=CC=C1)I butyl-6-iodobenzamide